Phenyl 4-{4-[4-(1-{[7-oxo-8-(propan-2-yl)-7,8-dihydropyrido[2,3-d]pyrimidin-2-yl]amino}cyclopropyl)phenyl] tetrahydro-2H-pyran-4-yl}piperazine-1-carboxylate O=C1C=CC2=C(N=C(N=C2)NC2(CC2)C2=CC=C(C=C2)C2(CCOCC2)N2CCN(CC2)C(=O)OC2=CC=CC=C2)N1C(C)C